COC1=CC=C(C=C1)S(=O)(=O)N1CC2=CC=CC(=C2CC1)C(CC(=O)O)C1=CC2=C(N(N=N2)C)C=C1 3-(2-(4-methoxybenzenesulfonyl)-1,2,3,4-tetrahydroisoquinolin-5-yl)-3-(1-methyl-1H-benzo[d][1,2,3]triazol-5-yl)propionic acid